(tributylphosphino(phosphoranylidene))acetonitrile C(CCC)P(CCCC)(CCCC)[PH2]=CC#N